1-(2-ethyl-4-(1-(((4-cyclopentyl-3-methylbenzyl)oxy)imino)ethyl)benzyl)pyrrolidine-3-carboxylic acid C(C)C1=C(CN2CC(CC2)C(=O)O)C=CC(=C1)C(C)=NOCC1=CC(=C(C=C1)C1CCCC1)C